FC=1C=C(C=CC1F)NC(=O)C=1N(C=C2C1OC[C@H]1[C@H](NS2(=O)=O)CCC1)C (5aR,8aR)-N-(3,4-Difluorophenyl)-2-methyl-5a,6,7,8,8a,9-hexahydro-2H,5H-cyclopenta[f]pyrrolo[3,4-b][1,4,5]oxathiazocin-1-carboxamid-4,4-dioxid